ClC1=NC=C2CCN(CC2=C1)C(=O)OC(C)(C)C tert-butyl 7-chloro-3,4-dihydro-1H-2,6-naphthyridine-2-carboxylate